(S)-(+)-alpha-aminocyclohexanepropionic acid N[C@H](C(=O)O)CC1CCCCC1